2-(6-(2-(3-methylbenzylidene)hydrazinyl)-2-morpholino-9H-purin-9-yl)-1-(pyridin-3-yl)ethane-1-on CC=1C=C(C=NNC2=C3N=CN(C3=NC(=N2)N2CCOCC2)CC(=O)C=2C=NC=CC2)C=CC1